C(C1=CC=CC=C1)OC[C@H](C)OC=1C=C2C(=CC=NC2=CC1OC)OC1=C(C=C(C=C1F)[N+](=O)[O-])F (S)-6-((1-(benzyloxy)prop-2-yl)oxy)-4-(2,6-difluoro-4-nitrophenoxy)-7-methoxyquinoline